CN(S(=O)(=O)C1=CC(=C(C=C1)NCC1=CC=C(C=C1)C(F)(F)F)C=1N=CN(C1)C)C N,N-Dimethyl-3-(1-methylimidazol-4-yl)-4-[[4-(trifluoromethyl)phenyl]methylamino]benzenesulfonamide